5-(3-((cyclohexylsulfonyl)ethynyl)phenoxy)-1H-1,2,3-triazole-4-carboxylic acid C1(CCCCC1)S(=O)(=O)C#CC=1C=C(OC2=C(N=NN2)C(=O)O)C=CC1